(4-(dibenzo[b,d]furan-1-yl)phenyl)boronic acid C1(=CC=CC=2OC3=C(C21)C=CC=C3)C3=CC=C(C=C3)B(O)O